C1(=CC=CC=C1)C1C(=O)OC(CC1)=O 2-Phenylglutaric acid anhydride